hexaanimine dicarbonate platinum [Pt+2].C(=O)([O-])OC(=O)[O-].C(CCCCC)=N